4-methoxy-4-(1-methyl-1H-imidazol-2-yl)piperidine hydrochloride salt Cl.COC1(CCNCC1)C=1N(C=CN1)C